OCCN1N=CC(=C1)C=1C=CC=2N(C1)N=NC2C(=O)OCC ethyl 6-(1-(2-hydroxyethyl)-1H-pyrazol-4-yl)-[1,2,3]triazolo[1,5-a]pyridine-3-carboxylate